S(=S)(=O)([O-])[O-] thiosulfate